N-[(5-bromo-4-fluoro-1H-benzimidazol-2-yl)(cyclooctyl)methyl]carbamic acid tert-butyl ester C(C)(C)(C)OC(NC(C1CCCCCCC1)C1=NC2=C(N1)C=CC(=C2F)Br)=O